OC1=CC=C(C=C1)C1=CC=CC=C1 6-(4-hydroxyphenyl)-benzene